4-(3-butenyl)benzoic acid C(CC=C)C1=CC=C(C(=O)O)C=C1